3-Chloro-2-(5-(methyl(2,2,6,6-tetramethylpiperidin-4-yl)amino)-1,3,4-thiadiazol-2-yl)-5-(1H-pyrazol-4-yl)phenol ClC=1C(=C(C=C(C1)C=1C=NNC1)O)C=1SC(=NN1)N(C1CC(NC(C1)(C)C)(C)C)C